3-Methoxy-4-methylamphetamine COC=1C=C(CC(N)C)C=CC1C